O[C@@H]1C[C@H]2[C@H]3CN([C@@H]([C@H]3[C@@H]1C2)C(=O)OC)C(=O)OC(C)(C)C 4-tert-butyl 3-methyl (1S,2R,3S,6R,7S,9R)-9-hydroxy-4-azatricyclo[5.2.1.0^{2,6}]decane-3,4-dicarboxylate